NC=1C(=CC=2CC3=C(C(=CC=C3C2C1)N)OC)OC 3,7-diamino-2,8-dimethoxyfluorene